N1=CN=C(C2=C1NC=C2)C=2C=NN(C2)[C@H](CC#N)C2CCCC2 (R)-3-(4-(7H-pyrrolo[2,3-d]pyrimidin-4-yl)-1H-pyrazol-1-yl)-3-cyclopentyl-propionitrile